5-(2-Methyl-1-oxoisoindolin-5-yl)-7-(methylthio)imidazo[1,2-c]pyrimidine-8-carbonitrile CN1C(C2=CC=C(C=C2C1)C1=NC(=C(C=2N1C=CN2)C#N)SC)=O